8-Benzyl-2-(3-methylbenzyl)-6-phenylimidazo[1,2-a]pyrazin-3(7H)-on C(C1=CC=CC=C1)C1=C2N(C=C(N1)C1=CC=CC=C1)C(C(=N2)CC2=CC(=CC=C2)C)=O